(3R*,4R*)-1-Cyclohexyl-4-{[5-(2,4-difluoro-phenyl)-isoxazole-3-carbonyl]-amino}-piperidine-3-carboxylic acid (cyano-dimethyl-methyl)-amide C(#N)C(C)(C)NC(=O)[C@@H]1CN(CC[C@H]1NC(=O)C1=NOC(=C1)C1=C(C=C(C=C1)F)F)C1CCCCC1 |o1:8,13|